FC=1C=C(C=CC1OC1=C2C(=NC=C1)NN=C2NC(CO)(CC)CO)NC(=O)C=2C(N(N=CC2)C2=CC=C(C=C2)F)=O N-(3-fluoro-4-((3-((1-hydroxy-2-(hydroxymethyl)butan-2-yl)amino)-1H-pyrazolo[3,4-b]pyridin-4-yl)oxy)phenyl)-2-(4-fluorophenyl)-3-oxo-2,3-dihydropyridazine-4-carboxamide